1,3-dioctanoylglycerol ((2-hydroxy-3-octanoyloxypropyl) octanoate) OC(CC(C(=O)OC(COC(CCCCCCC)=O)COC(CCCCCCC)=O)CCCCCC)COC(CCCCCCC)=O